2-methylthioethylamine undecylenate C(CCCCCCCCC=C)(=O)O.CSCCN